5-[2-(tert-butoxycarbonylamino)ethyl]-3-(N-hydroxycarbamimidoyl)pyrazine C(C)(C)(C)OC(=O)NCCC=1N=C(C=NC1)C(NO)=N